2-amino-5-{2-[(1S)-1-cyclopropylethyl]-1-oxo-7-(trifluoromethoxy)-2,3-dihydro-1H-isoindol-5-yl}-N-[cis-3-hydroxy-3-methylcyclobutyl]pyrazolo[1,5-a]pyrimidine-3-carboxamide NC1=NN2C(N=C(C=C2)C=2C=C3CN(C(C3=C(C2)OC(F)(F)F)=O)[C@@H](C)C2CC2)=C1C(=O)NC1CC(C1)(C)O